FC1=CC=C(C=C1)C1CCC(N1C(CN1C(O[C@]2(C1=O)CCC1=CC(=CC=C12)NC(=O)NC)=O)=O)(C)C 1-((R)-3'-(2-(5-(4-fluorophenyl)-2,2-dimethylpyrrolidin-1-yl)-2-oxoethyl)-2',4'-dioxo-2,3-dihydrospiro[indene-1,5'-oxazolidine]-5-yl)-3-methylurea